3-(2-Sulfanylidene-2,3-dihydro-1H-imidazol-4-yl)-2-(trimethylazaniumyl)propanoate S=C1NC=C(N1)CC(C(=O)[O-])[N+](C)(C)C